OCC1=CC=C(C2=C1N=C(O2)N2CC1N(C(C2)C1)C(=O)OC(C)(C)C)C=1SC=CN1 tert-Butyl 3-(4-(hydroxymethyl)-7-(thiazol-2-yl)benzo[d]oxazol-2-yl)-3,6-diazabicyclo[3.1.1]heptane-6-carboxylate